CN1C=NC2=C(C1=O)N=CN2[C@H]3[C@@H]([C@@H]([C@H](O3)COP(=O)(O)O[C@@H]4[C@H](O[C@H]([C@@H]4O)N5C=CC(=NC5=O)N)COP(=O)(O)O[C@@H]6[C@H](O[C@H]([C@@H]6O)N7C=NC8=C7N=CNC8=O)COP(=O)(O)O[C@@H]9[C@H](O[C@H]([C@@H]9O)N1C=NC2=C(N=CN=C21)N)CO)OP(=O)(O)OC[C@@H]1[C@H]([C@H]([C@@H](O1)N1C=CC(=O)NC1=O)O)OP(=O)(O)O)O The molecule is a tRNA oligonucleotide comprised of a sequence of adenosine, inosine, cytidine, 1-methylinosine and uridine residues connected by 3'->5' phosphodiester linkages and with a phosphoric residue at the 3'-terminus.